CC1=NN2C(C(=CC(=C2)CC2(CCC(CC2)C(=O)N2OCC[C@H]2C=2C=NC(=C(C2)F)C)C)C)=N1 [4-[(2,8-dimethyl-[1,2,4]triazolo[1,5-a]pyridin-6-yl)methyl]-4-methylcyclohexyl]-[(3S)-3-(5-fluoro-6-methylpyridin-3-yl)-1,2-oxazolidin-2-yl]methanone